C1(=CC=CC=C1)C1(C=CC2=C(O1)C=1C=C(C(=CC1C1=C2C(C2=CC=CC=C21)(C)C)OC)OC)C2=C(C=C(C=C2)CCC(=O)O)C(=O)O 3-phenyl-3-(4-(2-hydroxycarbonylethyl)carboxy-phenyl)-6,7-dimethoxy-13,13-dimethyl-3H,13H-indeno[2',3':3,4]naphtho[1,2-b]pyran